FC(C(=O)[O-])(F)F.[K+] Potassium trifluoro-acetate